C(#N)[C@@H](C[C@H]1C(NCCC1)=O)NC(=O)[C@H]1N(C[C@@H]2[C@H]1CC(C2)(F)F)C(=O)C=2NC1=CC(=CC(=C1C2)C(F)F)F (1S,3aS,6aR)-N-((R)-1-cyano-2-((S)-2-oxopiperidin-3-yl)ethyl)-2-(4-(difluoromethyl)-6-fluoro-1H-indole-2-carbonyl)-5,5-difluorooctahydrocyclopenta[c]pyrrole-1-carboxamide